4-Dimethylaminobenzoic acid CN(C1=CC=C(C(=O)O)C=C1)C